FC1=CC=C2C=C(C=C(C2=C1C#C[Si](C(C)C)(C(C)C)C(C)C)C1=CC=2N=C(N=C(C2C(O1)=O)N1[C@@H](CC1)C)SC)OCOC 7-[7-fluoro-3-(methoxymethoxy)-8-[2-(triisopropylsilyl)ethynyl]naphthalen-1-yl]-4-[(2R)-2-methylazetidin-1-yl]-2-(methylsulfanyl)pyrano[4,3-d]pyrimidin-5-one